C(C)(C)(C)NC(=O)NC=1C=C2N=CC(N(C2=CC1)C(C)C1=CC(=CC=C1)C1CCC1)=O 1-(tert-butyl)-3-(1-(1-(3-cyclobutylphenyl)ethyl)-2-oxo-1,2-dihydroquinoxalin-6-yl)urea